calcium sulfate, calcium salt [Ca+2].S(=O)(=O)([O-])[O-].[Ca+2].S(=O)(=O)([O-])[O-]